C(CC\C=C/CCCCC)C(C(CCC\C=C/CCCCC)OC(CCCCCN(C)C)=O)CCC\C=C/CCCCC (6Z,16Z)-12-((Z)-Dec-4-en-1-yl)docosa-6,16-dien-11-yl-6-(dimethylamino)hexanoat